N-(1-(azetidin-1-ylmethyl)cyclopropyl)-1-(4-methoxyphenyl)cyclopropane-1-carboxamide N1(CCC1)CC1(CC1)NC(=O)C1(CC1)C1=CC=C(C=C1)OC